FC(CN1C=NC=2C1=NC(=CC2)B(O)O)F [3-(2,2-difluoroethyl)imidazo[4,5-b]pyridin-5-yl]boronic acid